C(C)(C)(C)C1CCC2(CC[C@H](O2)OCCO)CC1 |r| 2-(((2SR,5r,8RS)-8-(tert-butyl)-1-oxaspiro[4.5]decan-2-yl)oxy)ethan-1-ol